N-(3,5-bis(3,4-difluorobenzyl)-4-oxocyclohexyl)-4-((2-(pyrrolidin-1-yl)ethyl)amino)benzamide FC=1C=C(CC2CC(CC(C2=O)CC2=CC(=C(C=C2)F)F)NC(C2=CC=C(C=C2)NCCN2CCCC2)=O)C=CC1F